O=C1NC(CCC1NC1=CC(=C(C=C1F)N1CCN(CC1)CCC1CCN(CC1)NC(OC(C)(C)C)=O)F)=O tert-butyl (4-(2-(4-(4-((2,6-dioxopiperidin-3-yl)amino)-2,5-difluorophenyl)piperazin-1-yl)ethyl)piperidin-1-yl)carbamate